N1CC(C1)C(=O)N1CCC(CC1)C1=CC=C(C=C1)C=1C=C(C=2N(C1)N=CC2C#N)OC 6-(4-(1-(azetidine-3-carbonyl)piperidin-4-yl)phenyl)-4-methoxypyrazolo[1,5-a]pyridine-3-carbonitrile